O1CCN(CC1)C=1C2=C(N=C(N1)N/N=C/C=1C=C(C=CC1)C)C=C(N2)C(=O)NC2CCNCC2 4-morpholino-2-[(2E)-2-(m-tolylmethylene)hydrazino]-N-(4-piperidyl)-5H-pyrrolo[3,2-d]pyrimidine-6-carboxamide